5-deoxytaxifolin-3-O-acetate O1[C@@H]([C@@H](OCC(=O)[O-])C(=O)C2=CC=C(O)C=C12)C1=CC(O)=C(O)C=C1